C[C@H]1[C@H](N(C2CC1C2)C(=O)C=2C=C(C#N)C=CC2N2N=CC=N2)CNC=2SC1=NC=CC=C1N2 3-[(3S,4R)-4-Methyl-3-[({[1,3]thiazolo[5,4-b]pyridin-2-yl}amino)methyl]-2-azabicyclo[3.1.1]heptan-2-carbonyl]-4-(2H-1,2,3-triazol-2-yl)benzonitril